1-(3,5-difluorobenzyl)-6-(4-methoxypyrrolo[1,2-b]pyridazin-5-yl)-2-methyl-1H-imidazo[4,5-b]pyridine FC=1C=C(CN2C(=NC3=NC=C(C=C32)C=3C=CN2N=CC=C(C23)OC)C)C=C(C1)F